lead-cobalt-antimony [Sb].[Co].[Pb]